8Z,11Z,14Z-Heptadecatrienal CC/C=C\C/C=C\C/C=C\CCCCCCC=O